1-(3,5-dimethyl-4-(4-(trifluoromethyl)-1H-pyrazol-1-yl)phenyl)butan-1-ol CC=1C=C(C=C(C1N1N=CC(=C1)C(F)(F)F)C)C(CCC)O